(S)-1-phenyl-ethanamine (S)-2'-oxo-1'-((2-(trimethyl-silyl)ethoxy)methyl)-1',2',5,7-tetrahydrospiro[cyclopenta[b]pyridine-6,3'-pyrrolo[2,3-b]pyridine]-3-carboxylate O=C1[C@@]2(C=3C(=NC=CC3)N1COCC[Si](C)(C)C)CC=1C(=NC=C(C1)C(=O)O)C2.C2(=CC=CC=C2)[C@H](C)N